5-[(5-{6-[(3-Methylazetidin-3-yl)methoxy]-2,3-dihydro-1-benzofuran-7-yl}-1H-pyrazol-3-yl)amino]pyrazine-2-carbonitrile CC1(CNC1)COC1=C(C2=C(CCO2)C=C1)C1=CC(=NN1)NC=1N=CC(=NC1)C#N